(R)-1-(3-((1-((6-chloropyridin-3-yl)amino)isoquinolin-6-yl)oxy)pyrrolidin-1-yl)ethan-1-one ClC1=CC=C(C=N1)NC1=NC=CC2=CC(=CC=C12)O[C@H]1CN(CC1)C(C)=O